1-fluoro-4-nitronaphthalene FC1=CC=C(C2=CC=CC=C12)[N+](=O)[O-]